C(C)S(=O)(=O)C=1C=CC(=NC1C1=NC=2N(C=C1)N=C(C2)C(F)(F)F)CC#N 2-(5-(ethylsulfonyl)-6-(2-(trifluoromethyl)pyrazolo[1,5-a]pyrimidin-5-yl)pyridin-2-yl)acetonitrile